S(N)(=O)(=O)CCN1C[C@H](CCC1)C1CCN(CC1)C(=O)OC(C)(C)C tert-butyl (R)-1-(2-sulfamoylethyl)-[3,4'-bipiperidine]-1'-carboxylate